FC=1C=C(C=CC1)C1=NC=CC2=C1N=C(N=C2)NC=2C=NC(=CC2)N2CCOCC2 8-(3-fluorophenyl)-N-(6-morpholinylpyridin-3-yl)pyrido[3,4-d]pyrimidin-2-amine